N1C=NC(=C1)CCC(C)O 4-(1H-imidazol-4-yl)butan-2-ol